O1CCOC12CCC(CC2)C2=CC1=C(N(C(N1C)=O)C1C(NC(CC1)=O)=O)C=C2 3-(5-{1,4-dioxaspiro[4.5]dec-8-yl}-3-methyl-2-oxo-1,3-benzodiazol-1-yl)piperidine-2,6-dione